tert-Butyl 3-hydroxy-5-(methoxymethyl)piperidine-1-carboxylate OC1CN(CC(C1)COC)C(=O)OC(C)(C)C